(7S)-2-(((1-((5-fluoropyridin-3-yl)methyl)-1H-pyrazol-4-yl)methyl)amino)-7-isopropyl-4,8-dimethyl-7,8-dihydropteridin-6(5H)-one FC=1C=C(C=NC1)CN1N=CC(=C1)CNC1=NC=2N([C@H](C(NC2C(=N1)C)=O)C(C)C)C